(4-BENZYLOXYCARBONYL-2-NITRO)BENZENEBORONIC ACID B(C1=C(C=C(C=C1)C(=O)OCC2=CC=CC=C2)[N+](=O)[O-])(O)O